C/C(/C=O)=C\C(CC=C(C)C)(C1=CC=C(C=C1)C)C (E)-2,4,7-trimethyl-4-(p-tolyl)oct-2,6-dienal